NC=1C=C(C[S@](=O)(C)=NC(OC(C)(C)C)=O)C=C(C1)OCCCCCNC1=C(C=CC(=C1)C1=NC(=NC=C1F)Cl)F |r| (rac)-tert-butyl [{3-amino-5-[(5-{[5-(2-chloro-5-fluoropyrimidin-4-yl)-2-fluorophenyl]amino}pentyl)oxy]benzyl}(methyl)oxido-λ6-sulfanylidene]carbamate